(R)-N-(3-(1-((2-Amino-5-chloropyridin-3-yl)oxy)ethyl)phenyl)-1-methyl-1H-indazol-6-carboxamid NC1=NC=C(C=C1O[C@H](C)C=1C=C(C=CC1)NC(=O)C1=CC=C2C=NN(C2=C1)C)Cl